4-(6-bromopyrazolo[1,5-a]pyrimidine-2-carbonyl)-10,10-dimethyl-9-oxo-1-oxa-4-azaspiro[5.5]undec-7-ene-8-carbonitrile BrC=1C=NC=2N(C1)N=C(C2)C(=O)N2CCOC1(C2)C=C(C(C(C1)(C)C)=O)C#N